bis(2,2,6,6-tetramethyl-4-piperidyl) bis(tridecyl)-1,2,3,4-butanetetracarboxylate C(CCCCCCCCCCCC)C(C(CC(=O)OC1CC(NC(C1)(C)C)(C)C)(C(=O)OC1CC(NC(C1)(C)C)(C)C)CCCCCCCCCCCCC)(CC(=O)[O-])C(=O)[O-]